5-(4-((4-(1H-pyrazol-4-yl)phenyl)amino)pyrimidin-2-yl)-N-(3,3-difluorocyclobutyl)isoindoline-2-carboxamide N1N=CC(=C1)C1=CC=C(C=C1)NC1=NC(=NC=C1)C=1C=C2CN(CC2=CC1)C(=O)NC1CC(C1)(F)F